CC(=O)C1=CC=C(C=C1)N 4-aminoacetophenone